1-(3-(5-(5-(2,3-Dihydro-1H-inden-4-yl)-6-methoxy-1H-pyrazolo[4,3-b]pyridin-3-yl)pyridin-2-yl)pyrrolidin-1-yl)-2-hydroxyethan-1-one C1CCC2=C(C=CC=C12)C1=C(C=C2C(=N1)C(=NN2)C=2C=CC(=NC2)C2CN(CC2)C(CO)=O)OC